trans-N-[8-amino-6-[4-(2-hydroxypropyl)pyridin-3-yl]-2,7-naphthyridin-3-yl]-2-cyanocyclopropane-1-carboxamide NC=1N=C(C=C2C=C(N=CC12)NC(=O)[C@H]1[C@@H](C1)C#N)C=1C=NC=CC1CC(C)O